tert-Butyl (3-cyano-7-fluoro-4-(5-fluoro-3-((3S,4R)-3-fluoro-4-(isopropylamino)pyrrolidin-1-yl)-7,9-dihydrofuro[3,4-f]quinazolin-6-yl)thieno[3,2-c]pyridin-2-yl)carbamate C(#N)C1=C(SC2=C1C(=NC=C2F)C=2C1=C(C=3C=NC(=NC3C2F)N2C[C@@H]([C@@H](C2)NC(C)C)F)COC1)NC(OC(C)(C)C)=O